C(C)(C)(C)[Si](C1=CC=CC=C1)(C1=CC=CC=C1)OC[C@]1(C(C1)(F)F)COC1OCCCC1 tert-butyl(((1R)-2,2-difluoro-1-(((tetrahydro-2H-pyran-2-yl)oxy)methyl)cyclopropyl)methoxy)diphenylsilane